N[C@@H]1CN(CC[C@@H]1OC)C1=CC(=NC=C1C=1C=NN(C1)C(F)F)NC1=NC(=NC=C1)C1=C(C=CC=C1OC)F N-(4-((3R,4S)-3-amino-4-methoxypiperidin-1-yl)-5-(1-(difluoromethyl)-1H-pyrazol-4-yl)pyridin-2-yl)-2-(2-fluoro-6-methoxyphenyl)pyrimidin-4-amine